C(C)(=O)N1CCC(CC1)COC=1C=C2CCN(C(C2=CC1)=O)C[C@@H](CN1CC2=CC=CC=C2CC1)O 6-[(1-Acetyl-4-piperidyl)methoxy]-2-[(2R)-3-(3,4-dihydro-1H-isochinolin-2-yl)-2-hydroxy-propyl]-3,4-dihydroisochinolin-1-on